(2-chlorophenyl)(cyclopropyl)methanamine ClC1=C(C=CC=C1)C(N)C1CC1